N-(4-(2-(N,N-dimethylaminosulfonyl)ethyl)benzoyl)-L-phenylalanine CN(S(=O)(=O)CCC1=CC=C(C(=O)N[C@@H](CC2=CC=CC=C2)C(=O)O)C=C1)C